CN1C(CCC1)=O N-Methylpyrrolid-2-on